N-vinyl-n-propylamide C(=C)[N-]CCC